tert-butyl 2,4-dichloro-5,8-dihydropyrido[3,4-d]pyrimidine-7(6H)-carboxylate ClC=1N=C(C2=C(N1)CN(CC2)C(=O)OC(C)(C)C)Cl